(2s,5r)-2-(carbamoylmethyl)-5-(2,3-dichloro-6-methoxyphenyl)pyrrolidine-1-carboxylic acid tert-butyl ester C(C)(C)(C)OC(=O)N1[C@@H](CC[C@@H]1C1=C(C(=CC=C1OC)Cl)Cl)CC(N)=O